ClC=1C=C(C=C(C1F)Cl)C1(CC(=NO1)C1=CC(=C(C(=O)NC2=NN=C(N2)SC)C=C1)C)C(F)(F)F 4-(5-(3,5-dichloro-4-fluorophenyl)-5-(trifluoromethyl)-4,5-dihydroisoxazol-3-yl)-2-methyl-N-(5-(methylthio)-4H-1,2,4-triazol-3-yl)benzamide